tert-Butyl 4-{[(6S)-2,2-difluoro-6-[4-(methoxycarbonyl)-2-(pyrrolidin-1-yl)phenyl]-7-azaspiro[3.5]nonan-7-yl]methyl}-5-methoxy-7-methylindole-1-carboxylate FC1(CC2(C1)C[C@H](N(CC2)CC2=C1C=CN(C1=C(C=C2OC)C)C(=O)OC(C)(C)C)C2=C(C=C(C=C2)C(=O)OC)N2CCCC2)F